C(CC=CCC=CCC=CCCCCCCCCCC)(=O)O 3,6,9-eicosatrienoic acid